(3-aminopropyl)-dimethyl-ethoxysilane NCCC[Si](OCC)(C)C